3-(rac-(5S,7S)-7-fluoro-5-phenyl-6,7-dihydro-5H-pyrrolo[1,2-b][1,2,4]triazol-2-yl)-2,2-dimethyl-3-oxo-propanenitrile F[C@H]1C[C@H](N2N=C(N=C21)C(C(C#N)(C)C)=O)C2=CC=CC=C2 |r|